cyclobutyl (2S)-2-[[(cyclopropylbutylphenoxy)-(2,3,4,5,6-pentafluorophenoxy)phosphoryl]amino]propanoate C1(CC1)CCCCC1=C(OP(=O)(OC2=C(C(=C(C(=C2F)F)F)F)F)N[C@H](C(=O)OC2CCC2)C)C=CC=C1